5-(4-cyclopropylphenyl)-3-(ethylsulfanyl)-2-[4-methyl-5-[4-(trifluoromethyl)pyridin-2-yl]-1,2,4-triazol-3-yl]pyridine C1(CC1)C1=CC=C(C=C1)C=1C=C(C(=NC1)C1=NN=C(N1C)C1=NC=CC(=C1)C(F)(F)F)SCC